C(CCCCCCCCCCCCCCCCC)(=O)N(CCN)C(CCCCCCCCCCCCCCCCC)=O N,N-bis-stearoyl-ethylenediamine